3-(Dimethyl(11-phosphonoundecyl)ammonio)propan-1-sulfonat C[N+](CCCS(=O)(=O)[O-])(CCCCCCCCCCCP(=O)(O)O)C